1-ethyl-3-(4-methylphenyl)-2-thiourea C(C)NC(=S)NC1=CC=C(C=C1)C